tert-butyl 4-(1-(2-bromo-5-methoxy-4-nitrophenyl)piperidin-4-yl)piperazine-1-carboxylate BrC1=C(C=C(C(=C1)[N+](=O)[O-])OC)N1CCC(CC1)N1CCN(CC1)C(=O)OC(C)(C)C